benzene-1,2,4,5-tetracarboxylic acid dianhydride C1=C2C(=CC3=C1C(=O)OC3=O)C(=O)OC2=O